2-(4-isopropyl-phenyl)-N-((5-(2,6-dioxopiperidin-3-yl)-4-oxo-5,6-dihydro-4H-thieno[3,4-c]pyrrol-1-yl)methyl)-2-oxoacetamide C(C)(C)C1=CC=C(C=C1)C(C(=O)NCC=1SC=C2C1CN(C2=O)C2C(NC(CC2)=O)=O)=O